CC=1C(=C(C(C1)(C)[Zr]C1(C=CC=C1)CCC)C)C (tetramethylcyclopentadienyl)(propylcyclopentadienyl)zirconium